(1S,2S)-1-[3-(3-fluorophenyl)-1,2,4-oxadiazol-5-yl]-2-methoxy-propan-1-amine FC=1C=C(C=CC1)C1=NOC(=N1)[C@H]([C@H](C)OC)N